((1R,3R,5S)-8-(5-(4,4,5,5-tetramethyl-1,3,2-dioxaborolan-2-yl)pyridin-2-yl)-8-azabicyclo[3.2.1]oct-3-yl)carbamic acid tert-butyl ester C(C)(C)(C)OC(NC1C[C@H]2CC[C@@H](C1)N2C2=NC=C(C=C2)B2OC(C(O2)(C)C)(C)C)=O